2-(4-chlorostyryl)isocyanatobenzene ClC1=CC=C(C=CC2=C(C=CC=C2)N=C=O)C=C1